hydroxymethyl-glutaryl-CoA OCC(C(=O)SCCNC(CCNC([C@@H](C(COP(OP(OC[C@@H]1[C@H]([C@H]([C@@H](O1)N1C=NC=2C(N)=NC=NC12)O)OP(=O)(O)O)(=O)O)(=O)O)(C)C)O)=O)=O)CCC(=O)O